cyclopropyl(piperazin-1-yl)methanone trifluoroacetic acid salt FC(C(=O)O)(F)F.C1(CC1)C(=O)N1CCNCC1